N-{[5-chloro-6-({5-[(2H3)methyl]-3-isoxazolyl}methoxy)-2-indolyl]methyl}1-methylcyclopropanecarboxamide ClC=1C=C2C=C(NC2=CC1OCC1=NOC(=C1)C([2H])([2H])[2H])CNC(=O)C1(CC1)C